Tungsten-Nickel oxide [Ni]=O.[W]